((1R,2R)-2-phenylcyclopropyl)Potassium trifluoroborate B(F)(F)F.C1(=CC=CC=C1)[C@@H]1[C@@H](C1)[K]